FC1=NC=CC(=C1)N1CCC(CC1)NC(C1=CC=C(C=C1)C1=NC=CC2=C1C=CO2)=O N-[1-(2-fluoropyridin-4-yl)piperidin-4-yl]-4-(furo[3,2-c]pyridin-4-yl)benzamide